C1(=CC=CC=C1)[C@H]1CCC(N1)=O (R)-5-phenylpyrrolidone